ethyl 4-isopropylisoxazole-3-carboxylate C(C)(C)C=1C(=NOC1)C(=O)OCC